C(C#C)OCCOC1OCCOC1 2-[2-(prop-2-yn-1-yloxy)ethoxy]dioxane